C(C)OC(=O)C1=CC(=NO1)C1=C(C=C(C=C1)F)F 3-(2,4-difluoro-phenyl)-isoxazole-5-carboxylic acid ethyl ester